3-{[(2R,3R,4R,5S,6R)-3-acetamido-4,5-dihydroxy-6-[(sulfooxy)methyl]oxan-2-yl]oxy}-4,5-dihydroxyoxane-2-carboxylic acid C(C)(=O)N[C@H]1[C@H](O[C@@H]([C@H]([C@@H]1O)O)COS(=O)(=O)O)OC1C(OCC(C1O)O)C(=O)O